N1=CC2(C3=CC=CC=C13)CC2 Spiro[cyclopropane-1,3'-[3H]indol]